FC(C(C(C(C(C(C(F)(F)N=C=O)(F)F)(F)F)(F)F)(F)F)(F)F)(CCC(F)(F)F)F heptadecafluorodecyl isocyanate